ClC1=CC(=C(C=C1)C1(CC1)C(=O)NC=1C=CC(=C(C(=O)OC)C1)C=1C=NN(C1)C1CCC1)F Methyl 5-({[1-(4-chloro-2-fluorophenyl)cyclopropyl]carbonyl}amino)-2-(1-cyclobutyl-1H-pyrazol-4-yl)benzoate